C(C)(C)(C)OC(=O)NC(C(=O)OC)=CCC1(CC1)C methyl 2-(tert-butoxycarbonylamino)-4-(1-methylcyclopropyl)but-2-enoate